[Se].[Sn].[Zn].[Ag] silver zinc tin selenium